N=1C=NN2C1C=C(C=C2)OC2=C(C(=C(C=C2)NC=2C1=C(N=CN2)C=CC(=N1)N(C1CCN(CC1)C(C=C)=O)C)F)C 1-(4-((4-((4-([1,2,4]triazolo[1,5-a]pyridin-7-yloxy)-2-fluoro-3-methylphenyl)amino)pyrido[3,2-d]pyrimidin-6-yl)(methyl)amino)piperidin-1-yl)prop-2-en-1-one